1-{4-[7-(aminocarbonyl)-2H-indazole-2-yl]benzyl}-3,3-difluoropyrrolidinium NC(=O)C1=CC=CC2=CN(N=C12)C1=CC=C(C[NH+]2CC(CC2)(F)F)C=C1